ethyl-3-(1-methylimidazol-4-yl)-4-[[4-(trifluoromethyl)-2-pyridinyl]amino]benzenesulfonamide zinc [Zn].C(C)C1=C(C=CC(=C1C=1N=CN(C1)C)NC1=NC=CC(=C1)C(F)(F)F)S(=O)(=O)N